2-chloro-N-(2-chloro-5-fluoro-4-(trifluoromethyl)phenyl)acetamide ClCC(=O)NC1=C(C=C(C(=C1)F)C(F)(F)F)Cl